[Si](C)(C)(C(C)(C)C)OCCN1CCC(CC1)N1N=CC(=C1)C1=CC(=C(C(=N1)Cl)C#N)C(F)(F)F 6-[1-[1-[2-[tert-butyl(dimethyl)silyl]oxyethyl]-4-piperidyl]pyrazol-4-yl]-2-chloro-4-(trifluoromethyl)pyridine-3-carbonitrile